6-(4-chlorophenyl)-2-(3-fluorophenyl)-N-[(2S)-1-hydroxyprop-2-yl]-3-oxo-2,3-dihydropyridazine-4-carboxamide ClC1=CC=C(C=C1)C=1C=C(C(N(N1)C1=CC(=CC=C1)F)=O)C(=O)N[C@H](CO)C